C(C)O[Si](C)(C)OCC diethoxydimethyl-silane